C1(CC1)N1N=C(C=C1N)C(C)(N1N=CC=N1)C 2-cyclopropyl-5-[1-methyl-1-(triazol-2-yl)ethyl]Pyrazole-3-amine